tert-butyl 2-(4-benzylthiazol-2-yl)thiomorpholine-4-carboxylate 1,1-dioxide C(C1=CC=CC=C1)C=1N=C(SC1)C1CN(CCS1(=O)=O)C(=O)OC(C)(C)C